4-Methyl-N-[4-(1-methyl-piperidin-4-yl)-2-trifluoromethyl-phenyl]-3-(4-pyrazin-2-yl-pyrimidin-2-ylamino)-benzamide CC1=C(C=C(C(=O)NC2=C(C=C(C=C2)C2CCN(CC2)C)C(F)(F)F)C=C1)NC1=NC=CC(=N1)C1=NC=CN=C1